Methyl (Z)-2-(hydroxyimino)-2-(6-(isopropyl(methyl)amino)pyridin-3-yl)acetate O\N=C(/C(=O)OC)\C=1C=NC(=CC1)N(C)C(C)C